2-Chloro-5-bromo-N4-[4-chloro-3-methoxyphenyl]pyrimidine-4-amine ClC1=NC=C(C(=N1)NC1=CC(=C(C=C1)Cl)OC)Br